(methylamino)thiazole-4-carboxylic acid ethyl ester C(C)OC(=O)C=1N=C(SC1)NC